decenyl bromide C(=CCCCCCCCC)Br